6-(4-fluoro-3-methyl-phenyl)-3-methyl-1-(pyrimidin-2-ylmethyl)imidazo[4,5-b]pyridin-2-one FC1=C(C=C(C=C1)C=1C=C2C(=NC1)N(C(N2CC2=NC=CC=N2)=O)C)C